(SULFAMOYL)AMID S(N)(=O)(=O)[NH-]